O1C(CC2=C1C=CC=C2)[C@H](C)N (S)-1-(2,3-dihydrobenzofuran-2-yl)ethylamine